(2R)-N-(3-{2-[(3-ethoxy-1-methyl-1H-pyrazol-4-yl)amino]-5-methylpyrimidin-4-yl}-1H-indol-7-yl)-2-(4-methylpiperazin-1-yl)propanamide C(C)OC1=NN(C=C1NC1=NC=C(C(=N1)C1=CNC2=C(C=CC=C12)NC([C@@H](C)N1CCN(CC1)C)=O)C)C